COC1=NC(=CC=C1NC(=O)C=1C(=NOC1C)C1=CC=CC=C1)C1=NC=NC=C1 N-(2-methoxy-6-pyrimidin-4-yl-3-pyridinyl)-5-methyl-3-phenyl-isoxazole-4-carboxamide